(S)-2-(2-(4-(((2R,3S,4S)-3-Acetoxy-4-hydroxypyrrolidin-2-yl)methyl)phenoxy)acetamido)-5-ureidopentanoic acid hydrochloride Cl.C(C)(=O)O[C@H]1[C@H](NC[C@@H]1O)CC1=CC=C(OCC(=O)N[C@H](C(=O)O)CCCNC(=O)N)C=C1